4-bromo-5-fluoro-6-methylpicolinic acid BrC1=CC(=NC(=C1F)C)C(=O)O